(Ra)-2-(6-(4-Fluoro-1-(4-(6-methoxypyridin-3-yl)benzyl)-1H-indole-7-carboxamido)spiro[3.3]heptan-2-yl)acetic acid FC1=C2C=CN(C2=C(C=C1)C(=O)NC1CC2(CC(C2)CC(=O)O)C1)CC1=CC=C(C=C1)C=1C=NC(=CC1)OC